2,3-dimethyl-succinic anhydride CC1C(=O)OC(C1C)=O